BrC=1C=2N(C(NC1)=O)C=C(N2)C 8-Bromo-2-methylimidazo[1,2-c]pyrimidin-5(6H)-one